1-(4-chlorophenyl)-3-methyl-5-hydroxypyrazole ClC1=CC=C(C=C1)N1N=C(C=C1O)C